N-[2-cyano-8-{4-(trifluoromethyl)phenoxy}-5,6,7,8-tetrahydroquinolin-5-yl]acrylamide C(#N)C1=NC=2C(CCC(C2C=C1)NC(C=C)=O)OC1=CC=C(C=C1)C(F)(F)F